2-(4-fluorophenyl)-5-methyl-3-(2-(2,2,2-trifluoroethyl)pyridin-4-yl)-4,5,6,7-tetrahydropyrazolo[1,5-a]pyrazine FC1=CC=C(C=C1)C1=NN2C(CN(CC2)C)=C1C1=CC(=NC=C1)CC(F)(F)F